N-((1-(6,6-dimethyl-7-oxo-7,8-dihydro-6H-pyrimido[5,4-b][1,4]oxazin-4-yl)azepan-4-yl)methyl)sulfamide hydrochloride Cl.CC1(C(NC2=C(O1)C(=NC=N2)N2CCC(CCC2)CNS(=O)(=O)N)=O)C